2-isopropyl-2,3-dihydrobenzo[d]isothiazole-4-carboxamide C(C)(C)N1SC=2C(C1)=C(C=CC2)C(=O)N